(2-fluoroacetyl)-[[(2S)-1-[4-(4-methoxyphenyl)phenyl]sulfonylpyrrolidine-2-carbonyl]amino]acetamide FCC(=O)C(C(=O)N)NC(=O)[C@H]1N(CCC1)S(=O)(=O)C1=CC=C(C=C1)C1=CC=C(C=C1)OC